(4-methoxybenzyl)-5-methyl-4-nitro-1H-pyrazol-3-amine COC1=CC=C(CN2N=C(C(=C2C)[N+](=O)[O-])N)C=C1